7-fluoro-3-(3-(4-(4-fluorophenyl)-3,6-dihydropyridin-1(2H)-yl)-3-oxopropyl)-5-methylisoquinolin-1(2H)-one FC1=CC(=C2C=C(NC(C2=C1)=O)CCC(=O)N1CCC(=CC1)C1=CC=C(C=C1)F)C